FC=1C=C(C=C(C1)N1CCSCC1)[C@@H]1N(OCC1)C1=CC(=NC=N1)NC1=CC=C(C=C1)N1CCN(CC1)C (R)-6-(3-(3-fluoro-5-thiomorpholinophenyl)isoxazolidin-2-yl)-N-(4-(4-methylpiperazin-1-yl)phenyl)pyrimidin-4-amine